C(C=C)(=O)N1CCC(CC1)C1=CNC2=NC=C(C(=C21)NC2=CC(=C(C=C2)OCC2=NC=CC=C2)Cl)C#N 3-(1-acryloylpiperidin-4-yl)-4-((3-chloro-4-(pyridin-2-ylmethoxy)phenyl)amino)-1H-pyrrolo[2,3-b]pyridine-5-carbonitrile